3-methyl-2-(oxetan-3-yl)-2H-pyrazolo[4,3-b]Pyridine-5-carboxylic acid CC=1N(N=C2C1N=C(C=C2)C(=O)O)C2COC2